C1(CCC1)CC=1N=CC2=C(N1)NC=C2C2=CC=1N(C=C2)N=CC1C=1C=NN(C1)C 2-(cyclobutylmethyl)-5-(3-(1-methyl-1H-pyrazol-4-yl)pyrazolo[1,5-a]pyridin-5-yl)-7H-pyrrolo[2,3-d]pyrimidine